FC=1C=C(C=CC1C(F)(F)F)C1C(=C(NC=2N1N=CC2)C)C(=O)NC=2C=C1C=CN=CC1=CC2 7-(3-fluoro-4-(trifluoromethyl)phenyl)-N-(isoquinolin-6-yl)-5-methyl-4,7-dihydropyrazolo[1,5-a]pyrimidine-6-carboxamide